(S)-3-(8-(2-chloro-4-cyanophenyl)quinolin-5-yl)-2-(2,6-difluoro-4-(phenylcarbamoyl)benzoylamino)propionic acid ClC1=C(C=CC(=C1)C#N)C=1C=CC(=C2C=CC=NC12)C[C@@H](C(=O)O)NC(C1=C(C=C(C=C1F)C(NC1=CC=CC=C1)=O)F)=O